CN1C(=CC(=C1)C1=CC=CC=C1)C=O 1-methyl-4-phenyl-1H-pyrrole-2-carbaldehyde